O1C(=NC2=C1N=CC=C2)C2=CC=C(C=C2)N(C2=CC=C(C=C2)C2=CC1=CC=CC=C1C=C2)C2=CC=C(C=C2)C2=CC=CC1=CC=CC=C21 4-(7-azabenzoxazol-2-yl)-phenyl-(4-naphthalen-1-yl-phenyl)-(4-Naphthalen-2-yl-phenyl)-amine